COC(C1=CC=C(C=C1)C1=NOC(=N1)C=1OC2=C(C1)C(=CC=C2C)C)=O.C(NC(=O)C=2N=NC=CC2NC2=C(C=C1C(=N2)NC=C1)S(=O)(=O)C)([2H])([2H])[2H] N-(methyl-d3)-4-((5-(methylsulfonyl)-1H-pyrrolo[2,3-b]pyridin-6-yl)amino)pyridazine-3-carboxamide Methyl-4-[5-(4,7-dimethylbenzofuran-2-yl)-1,2,4-oxadiazol-3-yl]benzoate